N-(1-(5-(6-(2-(1H-imidazol-1-yl)ethoxy)-3-cyanopyrazolo[1,5-a]pyridin-4-yl)pyridin-2-yl)-4-methylpiperidin-4-yl)picolinamide N1(C=NC=C1)CCOC=1C=C(C=2N(C1)N=CC2C#N)C=2C=CC(=NC2)N2CCC(CC2)(C)NC(C2=NC=CC=C2)=O